(8-(6-amino-2-ethylpyridin-3-yl)quinolin-2-yl)(8-oxa-3-azabicyclo[3.2.1]octan-3-yl)methanone NC1=CC=C(C(=N1)CC)C=1C=CC=C2C=CC(=NC12)C(=O)N1CC2CCC(C1)O2